methyl 3-(9-((4-(aminomethyl)phenyl)carbamoyl)-4,5-dihydrobenzo[b]thieno[2,3-d]oxepin-8-yl)-6-(bicyclo[2.2.1]heptan-2-ylcarbamoyl)picolinate NCC1=CC=C(C=C1)NC(=O)C1=CC2=C(OCCC3=C2SC=C3)C=C1C=1C(=NC(=CC1)C(NC1C3CCC(C1)C3)=O)C(=O)OC